1-but-2-ynylpyrrolidin C(C#CC)N1CCCC1